ClC1=CC=C(C=C1)N1C=C(C2=C1N=CN=C2N2[C@H](CNCC2)C)C2CC2 (S)-7-(4-Chlorophenyl)-5-cyclopropyl-4-(2-methylpiperazin-1-yl)-7H-pyrrolo[2,3-d]pyrimidine